ClC=1C=CC(=NC1C(F)(F)F)C(=O)N1CC2=C(NN3C2=CN(C[C@H]3C)C(C)C=3C=NC(=CC3)C(C)(C)O)C[C@H]1C (3R,7R)-2-(5-chloro-6-(trifluoromethyl)pyridineformyl)-9-(1-(6-(2-hydroxy-prop-2-yl)pyridine-3-yl)ethyl)-3,7-dimethyl-1,2,3,4,8,9-hexahydropyrido[4',3':3,4]Pyrazolo[1,5-a]Pyrazine